C(C)(C)(C)OC(COCC/C=C/C(=O)OC)=O methyl (E)-5-(2-tert-butoxy-2-oxo-ethoxy)pent-2-enoate